N-(2-(isoindolin-2-yl)ethyl)-4-(4-(4-(methylsulfonyl)benzyloxy)phenyl)-1H-imidazole-1-carboxamide C1N(CC2=CC=CC=C12)CCNC(=O)N1C=NC(=C1)C1=CC=C(C=C1)OCC1=CC=C(C=C1)S(=O)(=O)C